[Ir+8].C(C)(C)C=1C=C(C=C(C1N1C(=NC=C1)C1=CC=CC=C1)C(C)C)C1=CC=CC=C1.C(C)(C)C=1C=C(C=C(C1N1C(=NC=C1)C1=CC=CC=C1)C(C)C)C1=CC=CC=C1.C(C)(C)C=1C=C(C=C(C1N1C(=NC=C1)C1=CC=CC=C1)C(C)C)C1=CC=CC=C1 tris[1-(3,5-diisopropylbiphenyl-4-yl)-2-phenyl-1H-imidazole] iridium (VIII)